C(C1=CC=CC=C1)N1CCC2=C(N=C3C(=C2C1)CN(C3)C(CC3CN(C3)C3=CC(=NC=C3)C(F)(F)F)=O)CO 1-(8-benzyl-5-hydroxymethyl-1,3,6,7,8,9-hexahydro-2,4,8-triaza-cyclopenta[a]naphthalen-2-yl)-2-[1-(2-trifluoromethyl-pyridin-4-yl)-azetidin-3-yl]-ethanone